3-((5-Bromo-2-hydroxyphenyl)sulfonamido)-5-chloro-2-hydroxy-N-((6-oxo-1,6-dihydropyridin-3-yl)methyl)benzamide BrC=1C=CC(=C(C1)S(=O)(=O)NC=1C(=C(C(=O)NCC2=CNC(C=C2)=O)C=C(C1)Cl)O)O